COC1=CC=CC(=N1)C=1C=C2CN(C(C2=CC1)=O)C1CNCCC1 3-[5-(6-Methoxypyridin-2-yl)-1-oxo-2,3-dihydro-1H-isoindol-2-yl]piperidine